NC1=CC=C(C=C1)S(=O)(=O)N(C1=NC=CC=N1)C 4-amino-N-methyl-N-pyrimidin-2-yl-benzenesulfonamide